2-(2,6-difluoro-4-((2-oxo-3-(4-(trifluoromethyl)phenyl)imidazolin-1-yl)methyl)phenoxy)-2-methylpropanoic acid FC1=C(OC(C(=O)O)(C)C)C(=CC(=C1)CN1C(N(CC1)C1=CC=C(C=C1)C(F)(F)F)=O)F